C(C)C1(CCCC1)[Na] ethyl-cyclopentylSodium